1-[3-(trifluoromethyl)-1,2,4-oxadiazol-5-yl]ethanamine FC(C1=NOC(=N1)C(C)N)(F)F